(trans)-3-methyl-2-oxo-1-oxa-3-azaspiro[4.5]decane-8-carboxylic acid hydrazide CN1C(OC2(C1)CCC(CC2)C(=O)NN)=O